FC=1C=C2[C@H](NC=3C=CN4N=CC(C(NCCC=5OC2=C(C1)C5)=O)=C4N3)C (3R)-6-fluoro-3-methyl-10-oxa-2,14,18,19,22-pentaazapentacyclo[14.5.2.18,11.04,9.019,23]tetracosa-1(22),4,6,8,11(24),16(23),17,20-octaen-15-one